CC1=C(C(=NO1)C1=CC=CC=C1)CNCC1=C(OCC2=C(C#N)C=CC=N2)C=CC=C1 2-((((((5-methyl-3-phenylisoxazol-4-yl)methyl)amino)methyl)phenoxy)methyl)nicotinonitrile